C(C)(C)(C)C1=C(C=C(C(=C1)[Si]1(CCC1)C)O)NC(=O)C1=CNC2=CC=CC=C2C1=O N-(2-(tert-Butyl)-5-hydroxy-4-(1-methylsiletan-1-yl)phenyl)-4-oxo-1,4-dihydroquinoline-3-carboxamide